CC1(CC1)NS(=O)(=O)C=1C=CC=2N(C1)C(=NC2)C(=O)N2CCOCC2 N-(1-methylcyclopropyl)-3-(morpholine-4-carbonyl)imidazo[1,5-a]pyridine-6-sulfonamide